(Z)-1-cyano-N-(2-(2-(2-methoxyethoxy)ethoxy)ethyl)-2-(6-(piperidin-1-yl)naphthalen-2-yl)prop-1-ene-1-sulfonamide C(#N)/C(=C(\C)/C1=CC2=CC=C(C=C2C=C1)N1CCCCC1)/S(=O)(=O)NCCOCCOCCOC